C(C)(C)(C)C=1C=C(CCC(=O)OCCSCCOC(CCC2=CC(=C(C(=C2)C(C)(C)C)O)C(C)(C)C)=O)C=C(C1O)C(C)(C)C thiodiethylene bis(3,5-di-tert-butyl-4-hydroxy hydrocinnamate)